1-(2-iodophenyl)-6-chloro-1H-indole IC1=C(C=CC=C1)N1C=CC2=CC=C(C=C12)Cl